Cl.[C@@H]12C(NC[C@H]2C1)=O (1R,5S)-3-azabicyclo[3.1.0]Hexane-2-one hydrochloride